2-(6-(ethylamino)-4-((1r,3r)-3-methyl-1-(4-methyl-4H-1,2,4-triazol-3-yl)cyclobutyl)-pyridin-2-yl)-6-(((1-methylcyclobutyl)amino)methyl)-4-(trifluoromethyl)isoindolin-1-one C(C)NC1=CC(=CC(=N1)N1C(C2=CC(=CC(=C2C1)C(F)(F)F)CNC1(CCC1)C)=O)C1(CC(C1)C)C1=NN=CN1C